N=1N=CN2C=NC(=CC21)OC2=C(C=C(C=C2)NC2=NC=NC1=CC=C(C=C21)I)C N-(4-([1,2,4]triazolo[4,3-c]pyrimidin-7-yloxy)-3-methylphenyl)-6-iodoquinazol-4-amine